ClC1=C(C=C(C(=C1)COC1(CC1)C=1C=NC=CC1C1=C(C=CC=C1)OC1CC1)Cl)CCCCC(=O)N1CCN(CC1)C[C@@H]([C@H]([C@H]([C@@H](CO)O)O)O)O 5-[2,5-dichloro-4-({1-[4-(2-cyclopropoxyphenyl)pyridin-3-yl]cyclopropoxy}methyl)phenyl]-1-{4-[(2S,3R,4S,5R)-2,3,4,5,6-pentahydroxyhexyl]piperazin-1-yl}pentan-1-one